5-methyl-N-(5-methyl-1H-pyrazol-3-yl)-6-morpholino-2-(phenylthio)pyrimidin CC=1C=NC(N(C1N1CCOCC1)C1=NNC(=C1)C)SC1=CC=CC=C1